C(C)(=O)N[C@@H](C(C)(C)C)C(=O)O N-acetyl-tertiary leucine